[3-(4-hydroxybutoxy)phenyl]amino-6-methyl-5-[2-(triisopropylsilyl)ethynyl]-8H-pyrido[2,3-d]pyrimidin-7-one OCCCCOC=1C=C(C=CC1)NC=1N=CC2=C(N1)NC(C(=C2C#C[Si](C(C)C)(C(C)C)C(C)C)C)=O